C(C=C)(=O)N1[C@H](CN(CC1)C1=NC(=NC=2CC(CCC12)N1CCCC2=CC=CC=C12)NCCC(=O)N(C)C)CC#N 3-((4-((S)-4-Acryloyl-3-(cyanomethyl)piperazin-1-yl)-7-(3,4-dihydroquinolin-1(2H)-yl)-5,6,7,8-tetrahydroquinazolin-2-yl)amino)-N,N-dimethylpropanamide